FC=1C(=CC(=C(N)C1)OC)B1OC(C(O1)(C)C)(C)C 5-fluoro-2-methoxy-4-(4,4,5,5-tetramethyl-1,3,2-dioxaborolan-2-yl)aniline